(E)-1-methyl-pyrrole-2-carboxylic acid methyl ester COC(=O)C=1N(C=CC1)C